1-(2-methylquinolin-8-yl)-1H-pyrrole-2,5-dione CC1=NC2=C(C=CC=C2C=C1)N1C(C=CC1=O)=O